2-FLUORO-6-METHYLPYRIDINE-4-BORONIC ACID FC1=NC(=CC(=C1)B(O)O)C